6-methyl-4-oxo-1-phenyl-N-(1,2,3,4-tetrahydroacridin-9-yl)-1,4-dihydropyridazine-3-carboxamide CC1=CC(C(=NN1C1=CC=CC=C1)C(=O)NC=1C2=CC=CC=C2N=C2CCCCC12)=O